1-(4-(4-((4-((2-((2R,6S)-2,6-dimethylmorpholino)pyridin-4-yl)oxy)-2-fluorophenyl)amino)-1H-pyrazolo[3,4-d]pyrimidin-3-yl)piperidin-1-yl)prop-2-en-1-one C[C@H]1O[C@H](CN(C1)C1=NC=CC(=C1)OC1=CC(=C(C=C1)NC1=C2C(=NC=N1)NN=C2C2CCN(CC2)C(C=C)=O)F)C